5-(Cyclopropylsulfonyl)-N-[4-(1,1,1,3,3,3-hexafluoro-2-hydroxypropan-2-yl)phenyl]-2-(methoxyacetyl)-2,3-dihydro-1H-isoindol-1-carboxamid C1(CC1)S(=O)(=O)C=1C=C2CN(C(C2=CC1)C(=O)NC1=CC=C(C=C1)C(C(F)(F)F)(C(F)(F)F)O)C(COC)=O